methyl-4-fluorobenzylamine CNCC1=CC=C(C=C1)F